(3S,6S)-3-Benzyl-6-carboxymethylpiperazin-2,5-dion C(C1=CC=CC=C1)[C@H]1C(N[C@H](C(N1)=O)CC(=O)O)=O